2-[(12aR)-8,10-difluoro-1,2,3,4,12,12a-hexahydro-6H-pyrazino[2,1-C][1,4]benzooxazepin-9-yl]-3-(difluoromethyl)phenol FC=1C(=C(C2=C(CN3[C@@H](CO2)CNCC3)C1)F)C1=C(C=CC=C1C(F)F)O